NC1=C(C=C(C=C1C)N)C 1,4-diamino-2,6-dimethylbenzene